triphenyl-[(E)-prop-1-enyl]phosphonium [3-[3-[[2-[tert-butyl(diphenyl)silyl]oxyacetyl]amino]pyrazol-1-yl]-7-oxo-1,6-diazabicyclo[3.2.1]oct-3-en-6-yl]sulfate [Si](C1=CC=CC=C1)(C1=CC=CC=C1)(C(C)(C)C)OCC(=O)NC1=NN(C=C1)C=1CN2C(N(C(C1)C2)OS(=O)(=O)[O-])=O.C2(=CC=CC=C2)[P+](\C=C\C)(C2=CC=CC=C2)C2=CC=CC=C2